6-(6'-Methyl-[2,2'-bipyridin]-3-yl)pyrido[3,2-d]pyrimidin-4(3H)-one hydrochloride salt Cl.CC1=CC=CC(=N1)C1=NC=CC=C1C=1C=CC=2N=CNC(C2N1)=O